3-methyl-4-cyclopentadecen CC1CCCCCCCCCCCCC=C1